3-chloro-imidazo[1,2-a]pyrazine ClC1=CN=C2N1C=CN=C2